3-benzyl-6-(trifluoromethyl)thieno[3,2-d]pyrimidine-2,4(1H,3H)-dione C(C1=CC=CC=C1)N1C(NC2=C(C1=O)SC(=C2)C(F)(F)F)=O